CN1C=C(C2=NC=C(C=C21)B2OC(C(O2)(C)C)(C)C)C=O 1-methyl-6-(4,4,5,5-tetramethyl-1,3,2-dioxaborolan-2-yl)-1H-pyrrolo[3,2-b]pyridine-3-carbaldehyde